COC1=C(C=CC(=C1)C(=O)N1CC2(COC2)C1)NCC#CC=1N(C=2C=CC=C(C2C1)NC1CCN(CC1)C)CC(F)(F)F 2-{3-[(2-methoxy-4-{2-oxa-6-azaspiro[3.3]heptane-6-carbonyl}phenyl)amino]prop-1-yn-1-yl}-N-(1-methylpiperidin-4-yl)-1-(2,2,2-trifluoroethyl)-1H-indol-4-amine